COC=1C=2N(C=C(C1)C1=C(C(=NN1)C=1SC(=CN1)C1CCN(CC1)CC(=O)N(C)C)CC(F)(F)F)N=CN2 2-(4-(2-(5-(8-methoxy-[1,2,4]triazolo[1,5-a]pyridin-6-yl)-4-(2,2,2-trifluoroethyl)-1H-pyrazol-3-yl)thiazol-5-yl)piperidin-1-yl)-N,N-dimethylacetamide